O1CC(C1)NC(C1=NC=CC=C1)=O N-(oxetan-3-yl)picolinamide